CC1=NC=CC=C1C1=NN=C(O1)C(=O)N1[C@@H](C2=C(CC1)NC=N2)C2=NN1C(C=CC=C1C(F)(F)F)=C2 (S)-(5-(2-methylpyridin-3-yl)-1,3,4-oxadiazol-2-yl)(4-(7-(trifluoromethyl)pyrazolo[1,5-a]pyridin-2-yl)-6,7-dihydro-1H-imidazo[4,5-c]pyridin-5(4H)-yl)methanone